The molecule is an aromatic ketone that is 2,3-dihydro-1H-inden-1-one which is substituted at positions 2, 3, and 5 by (E)-benzylidene, cyclohexylamino, and bromine, respectively. A hyperactivator of fibroblast growth factor signaling in transgenic zebrafish that is devoid of developmental toxicity and restores defective MAPK activity caused by overexpression of DUSP1 and DUSP6 in mammalian cells. It has a role as an antineoplastic agent and an apoptosis inducer. It is a secondary amino compound, an aromatic ketone, an organobromine compound, an enone and a member of indanones. C1CCC(CC1)NC\\2C3=C(C=CC(=C3)Br)C(=O)/C2=C/C4=CC=CC=C4